((2-(((S)-3,3-dimethyl-1-oxo-1-((S)-2-(((S)-1,2,3,4-tetrahydronaphthalen-2-yl)carbamoyl)pyrrolidin-1-yl)butan-2-yl)carbamoyl)benzo[b]thiophen-5-yl)difluoromethyl)phosphonic acid CC([C@@H](C(N1[C@@H](CCC1)C(N[C@@H]1CC2=CC=CC=C2CC1)=O)=O)NC(=O)C1=CC2=C(S1)C=CC(=C2)C(F)(F)P(O)(O)=O)(C)C